ethyl (E)-3-(4-nitrophenyl)prop-2-enoate [N+](=O)([O-])C1=CC=C(C=C1)/C=C/C(=O)OCC